FC(OC1=CC=C(C=C1)C1(NC(=NC=C1N)OCC(F)(F)F)N)F 4-(4-(difluoromethoxy)phenyl)-2-(2,2,2-trifluoroethoxy)pyrimidine-4,5-diamine